BrC1=CC=C(C(=N1)C[C@@H](C1=C(C=CC=C1)C1=NOC2=C1C=CC(=C2)Br)N[S@@](=O)C(C)(C)C)F (S)-N-{(S)-2-(6-bromo-3-fluoropyridine-2-yl)-1-[2-(6-bromobenzo[d]isoxazol-3-yl)phenyl]ethyl}-2-methylpropane-2-sulfinamide